[Mn].[Mn].[Mn].[Mn].C(C)(C)(C)C1=C(C=CC(=C1)C(C)(C)C)C(O)(C(CO)(CO)CO)C1=C(C=C(C=C1)C(C)(C)C)C(C)(C)C bis(2,4-di-tert-butyl-Phenyl)pentaerythritol manganese trimanganese